5-Bromo-1-(4-fluoro-3-methoxyphenyl)-3-methyl-1H-indazole BrC=1C=C2C(=NN(C2=CC1)C1=CC(=C(C=C1)F)OC)C